1-methyl-3-(4-methylpentyl)-3-cyclohexenecarbaldehyde CC1(CC(=CCC1)CCCC(C)C)C=O